S(N)(OC[C@@H]1[C@H](C[C@@H](C1)NC1=NC=NC=C1C(=O)C=1SC(=C(C1)[C@H](O)C=1SC(=CC1)Cl)Cl)O)(=O)=O [(1R,2S,4R)-4-{[5-({5-chloro-4-[(S)-(5-chloro-2-thienyl)(hydroxy)methyl]-2-thienyl}carbonyl)pyrimidin-4-yl]amino}-2-hydroxycyclopentyl]methyl sulfamate